O1CCOC12CCC(CC2)CS(=O)(=O)C=2C=CC(=C(C#N)C2)Br 5-(((1,4-Dioxaspiro[4.5]dec-8-yl)methyl)sulfonyl)-2-bromobenzonitrile